(2-chlorobenzyl)trimethylammonium ClC1=C(C[N+](C)(C)C)C=CC=C1